NC1=CC=C2CCN(C2=C1)C(CN(C)C)=O 1-(6-aminoindolin-1-yl)-2-(dimethylamino)ethanone